5-(2,2-Dimethyltetrahydro-2H-pyran-4-yl)-1H-pyrrolo[2,3-c]pyridine-2-carboxylic acid CC1(OCCC(C1)C=1C=C2C(=CN1)NC(=C2)C(=O)O)C